N1(CCOCC1)CC1(CC1)CO (1-(morpholinylmethyl)cyclopropyl)methanol